The molecule is a 1,2-diacyl-sn-glycero-3-phospho-(1'-sn-glycerol)(1-) that is the conjugate base of dimyristoyl phosphatidylglycerol; major species at pH 7.3. It is a conjugate base of a ditetradecanoyl phosphatidylglycerol. CCCCCCCCCCCCCC(=O)OC[C@H](COP(=O)([O-])OC[C@H](CO)O)OC(=O)CCCCCCCCCCCCC